methyl (2R)-2-aminopropanoate hydrochloride Cl.N[C@@H](C(=O)OC)C